(3,7-dimethyl-2,6-octadienoyl)methionine CC(=CC(=O)N[C@@H](CCSC)C(=O)O)CCC=C(C)C